CC(C(=O)OCC(C)(C1=CC(=CC=C1)C(F)(F)F)NC(NC1=C(C(=C(C=C1)F)CNC(N(C)C)=O)N)=S)(C)C 2-{[(2-amino-3-{[(dimethylcarbamoyl)amino]methyl}-4-fluorophenyl)carbamothioyl]amino}-2-[3-(trifluoromethyl)phenyl]propyl 2,2-dimethylpropanoate